(R)-pyrrolidin-3-yl(4-(5-(trifluoromethyl)pyrimidin-2-yl)piperazine-1-yl)methanone hydrochloride Cl.N1C[C@@H](CC1)C(=O)N1CCN(CC1)C1=NC=C(C=N1)C(F)(F)F